(3S)-3-{[5-(2-chloro-6-fluorophenyl)-1-trityl-1H-indazol-3-yl]carbamoyl}piperidine-1-carboxylic acid tert-butyl ester C(C)(C)(C)OC(=O)N1C[C@H](CCC1)C(NC1=NN(C2=CC=C(C=C12)C1=C(C=CC=C1F)Cl)C(C1=CC=CC=C1)(C1=CC=CC=C1)C1=CC=CC=C1)=O